BrC1=C(N)C(=CC(=C1C)Cl)F 2-bromo-4-chloro-6-fluoro-3-methylaniline